FC(C1=CC=C(C=N1)CC1CC2(CN(C2)C(=O)N2CC3(C2)NC(CC3)=O)C1)(F)F 2-[6-[[6-(trifluoromethyl)-3-pyridyl]methyl]-2-azaspiro[3.3]heptane-2-carbonyl]-2,5-diazaspiro[3.4]octan-6-one